(-)-1-hydroxy-3-propylamine hydrochloride Cl.OCCCN